N[C@H](C(=O)O)CC1=CC=CC=2B(OCC21)O (S)-2-amino-3-(1-hydroxy-1,3-dihydrobenzo[c][1,2]oxaborol-4-yl)propanoic acid